ethyl 1-((1-oxo-4-(o-tolyl)-1,2-dihydroisoquinolin-7-yl)-L-alanyl)piperidine-3-carboxylate O=C1NC=C(C2=CC=C(C=C12)N[C@@H](C)C(=O)N1CC(CCC1)C(=O)OCC)C1=C(C=CC=C1)C